C(C)C1=C(C=CC(=C1)F)C1N(C(CC1)C)C(CN1C(O[C@]2(C1=O)CCC1=CC(=CC=C12)NC(=O)NC)=O)=O 1-((R)-3'-(2-(2-(2-ethyl-4-fluorophenyl)-5-methylpyrrolidin-1-yl)-2-oxoethyl)-2',4'-dioxo-2,3-dihydrospiro[indene-1,5'-oxazolidine]-5-yl)-3-methylurea